4-[(4-tert-butoxy-2-{4-[5-chloro-2-(1,2-oxazol-3-yl)phenyl]-5-methoxy-2-oxopyridin-1(2H)-yl}butanoyl)amino]benzoic acid methyl ester COC(C1=CC=C(C=C1)NC(C(CCOC(C)(C)C)N1C(C=C(C(=C1)OC)C1=C(C=CC(=C1)Cl)C1=NOC=C1)=O)=O)=O